methyl 2-(6-bromo-4-methyl-1,3-dioxo-4-(trifluoromethyl)-3,4-dihydroisoquinolin-2(1H)-yl)acetate BrC=1C=C2C(C(N(C(C2=CC1)=O)CC(=O)OC)=O)(C(F)(F)F)C